(2R,3S,4S)-4-hydroxy-2-{[4-(2H-1,2,3,4-tetrazol-5-yl)phenyl] methyl}pyrrolidin-3-yl acetate C(C)(=O)O[C@H]1[C@H](NC[C@@H]1O)CC1=CC=C(C=C1)C=1N=NNN1